FC1=C(C=CC=C1NC(=O)NC=1C=NC(=CC1)C)CN1CCN(CC1)C(=O)OC Methyl 4-[(2-fluoro-3-{[(6-methyl(3-pyridyl))amino]carbonylamino}-phenyl)methyl]piperazinecarboxylate